phenoxypropionic acid CC(C(=O)O)OC1=CC=CC=C1